C(C)(C)(C)OC(=O)N1CC=C(CC1)B1OC(C)(C)C(C)(C)O1 N-t-butoxycarbonyl-1,2,5,6-tetrahydropyridin-4-boronic acid pinacol ester